2'-chloro-5'-methoxy-6-methyl-[4,4'-bipyridine] ClC1=NC=C(C(=C1)C1=CC=NC(=C1)C)OC